O(C(C)C)C1=C2C=C(NC2=CC(=C1)OC(C)C)C(=O)O 4,6-diisopropoxylindole-2-carboxylic acid